1-palmitoyl-2-Oleoyl-sn-glycero-3-phosphocholine C(CCCCCCCCCCCCCCC)(=O)OC[C@@H](OC(CCCCCCC\C=C/CCCCCCCC)=O)COP(=O)([O-])OCC[N+](C)(C)C